C(C1=CC=CC=C1)(=O)OCN1C2(SSCC(N(O2)C)O1)C ((1,6-dimethyl-7,9-dioxa-2,3-dithia-6,8-diazabicyclo[3.2.2]nonan-8-yl) methyl) benzoate